C1(CCC1)N1N=C(C(=C1NC(=O)C1(CC(C1)(F)F)C)C)C1(CC(C1)(F)F)C N-(1-cyclobutyl-3-(3,3-difluoro-1-methylcyclobutyl)-4-methyl-1H-pyrazol-5-yl)-3,3-difluoro-1-methylcyclobutane-1-carboxamide